tert-butyl (10R)-4-chloro-9-oxo-1,5,6,8,12-pentazatricyclo[8.4.0.02,7]tetradeca-2,4,6-triene-12-carboxylate ClC=1C=C2N3CCN(C[C@@H]3C(NC2=NN1)=O)C(=O)OC(C)(C)C